C[C@H]1[C@@H]2CCC(=C)[C@H](CC/C(=C/[C@@H]2OC1=O)/C)O The molecule is a germacrane sesquiterpenoid and a secondary alcohol. It has a role as a metabolite and an antimalarial.